(5-Chlorobenzo[d]thiazol-2-yl)-5-(2-isopropylphenyl)-2,3-dihydrospiro[inden-1,3'-pyrrolidin]-3-ol ClC=1C=CC2=C(N=C(S2)N2CC3(CC2)CC(C2=CC(=CC=C23)C2=C(C=CC=C2)C(C)C)O)C1